F[C@@]1(C(N(CCO1)C[B])(F)F)C trifluoro-[[(2R)-2-methylmorpholin-4-yl]methyl]boron